3-(3-bromo-4-fluorophenyl)-8-((6-chloropyridin-3-yl)methyl)pyrido[2,3-d]pyrimidine-2,4(3H,8H)-dione BrC=1C=C(C=CC1F)N1C(N=C2C(C1=O)=CC=CN2CC=2C=NC(=CC2)Cl)=O